7-methoxy-N-{[(3R)-oxolan-3-yl]methyl}-6-[3-(pyrrolidin-1-yl)propoxy]-1H,2H,3H-cyclopenta[b]quinolin-9-amine COC1=CC=2C(=C3C(=NC2C=C1OCCCN1CCCC1)CCC3)NC[C@@H]3COCC3